1-(2-(3-cyclopropylmethoxy-4-difluoromethoxyphenyl)-2-hydroxypent-3-yn-1-yl)-2,6-dimethylpyridin-4(1H)-one C1(CC1)COC=1C=C(C=CC1OC(F)F)C(CN1C(=CC(C=C1C)=O)C)(C#CC)O